C(CCCCCCC)C(C(=O)OC(CCCCCCCCCCC)CCCCCCCC)CCCCCCCCCC octyl-dodecanol octyl-dodecanoate